α-(trifluoromethyl)styrene oxide FC(C1(CO1)C1=CC=CC=C1)(F)F